5-[4-amino-5-(trifluoromethyl)pyrrolo[2,1-f][1,2,4]triazin-7-yl]-4-fluoro-N-[(3R,4S)-4-fluoro-1-(pyridine-2-carbonyl)pyrrolidin-3-yl]-2-methylbenzamide NC1=NC=NN2C1=C(C=C2C=2C(=CC(=C(C(=O)N[C@@H]1CN(C[C@@H]1F)C(=O)C1=NC=CC=C1)C2)C)F)C(F)(F)F